O(CC)C1=C(C=CC=C1)O 2-Ethoxylphenol